NC1=CC(=NC=C1C(=O)N1CCC=2N(N=C3CCN(C[C@H]1C23)C(C=C)=O)C2=C(C=C(C=C2)C2CCC2)C)C(F)(F)F |o1:20| (R or S)-1-(5-(4-amino-6-(trifluoromethyl)nicotinoyl)-2-(4-cyclobutyl-2-methylphenyl)-2,3,4,5,5a,6,8,9-octahydro-7H-1,2,5,7-tetraazabenzo[cd]azulen-7-yl)prop-2-en-1-one